9-methyl-6-(p-tolyl)-9H-purine CN1C2=NC=NC(=C2N=C1)C1=CC=C(C=C1)C